5-(2,4-dimethylphenyl)-N-((2-(2,6-dioxopiperidin-3-yl)-1-oxoisoindolin-5-yl)methyl)-1H-pyrazol-3-carboxamide CC1=C(C=CC(=C1)C)C1=CC(=NN1)C(=O)NCC=1C=C2CN(C(C2=CC1)=O)C1C(NC(CC1)=O)=O